CN(C(CC)N1C(=NC2=C1C=CC=C2)CCS)C 2-(1-(dimethylamino)propyl-1H-benzoimidazol-2-yl)-1-ethanethiol